(1S,2S)-2-((6-(4-((((R)-1-(2-Chlorophenyl)ethoxy)carbonyl)amino)-3-methylisoxazol-5-yl)pyridin-3-yl)carbamoyl)cyclohexan ClC1=C(C=CC=C1)[C@H](C)OC(=O)NC=1C(=NOC1C1=CC=C(C=N1)NC(=O)C1CCCCC1)C